C(C)(C)C1=C(NC2=CC=C(C=C12)OCC1CN(C1)CCS(=O)(=O)C)C=1C=C(C=2N(C1)N=CN2)C 6-(3-isopropyl-5-((1-(2-(methylsulfonyl)ethyl)azetidin-3-yl)methoxy)-1H-indol-2-yl)-8-methyl-[1,2,4]triazolo[1,5-a]pyridine